C1(CC1)C=1N=NN(C1)[C@H](C(=O)N1[C@@H](C[C@H](C1)O)C(=O)NCC1CC(S(CC1)(=O)=O)C)C(C)(C)C (2S,4R)-1-[(2S)-2-(4-cyclopropyltriazol-1-yl)-3,3-dimethyl-butanoyl]-4-hydroxy-N-[(2-methyl-1,1-dioxo-thian-4-yl)methyl]pyrrolidine-2-carboxamide